C1=CC=C(C=2C3=CC=CC=C3C3(C12)C1=CC=CC=C1C=1C=CC=CC13)B1OC(C(O1)(C)C)(C)C 2-(9,9'-spirobi[9H-fluoren]-4-yl)-4,4,5,5-tetramethyl-1,3,2-dioxaborolane